ClC1=C(C=C2C(=C(N(C2=C1)C)C1=NC(=NN1)C(F)(F)F)N1C=NC=C1)O 6-chloro-3-(1H-imidazol-1-yl)-1-methyl-2-(3-(trifluoromethyl)-1H-1,2,4-triazol-5-yl)-1H-indol-5-ol